NC1=NC(C2=C(N1)NC=C2CCC2=CC=C(C(=O)N[C@@H](CCC(=O)O)C(=O)O)C=C2)=O N-[4-[2-(2-amino-4,7-dihydro-4-oxo-1H-pyrrolo[2,3-d]pyrimidin-5-yl)ethyl]benzoyl]L-glutamic acid